1-(5-bromo-4-methyl-2-nitrophenyl)pyrrolidine BrC=1C(=CC(=C(C1)N1CCCC1)[N+](=O)[O-])C